ClC1=C(C=CC=C1)S(=O)(=O)NC=1C(=C(OC2=NC=CC=C2C2=NC(=NC=C2)N[C@@H]2CN(CCC2)C(=O)OC(C)(C)C)C=CC1)C (S)-tert-Butyl 3-((4-(2-(3-(2-chlorophenylsulfonamido)-2-methylphenoxy)pyridin-3-yl)pyrimidin-2-yl)amino)piperidine-1-carboxylate